[C-]#N.C(C)C=1[NH2+]C=CC1 2-ethylpyrrolium cyanide